CSC1=CC=C(C=C1)C1=NC=2C(=C3C(=NC2)NC=C3)N1[C@@H]1CC[C@H](CC1)C#N trans-4-(2-(4-(methylthio)phenyl)imidazo[4,5-d]pyrrolo[2,3-b]pyridin-1(6H)-yl)cyclohexanecarbonitrile